(2R,3S)-2-(3-(5-bromo-4-methyl-1H-benzo[d]imidazol-1-yl)propyl)piperidin-3-ol BrC1=C(C2=C(N(C=N2)CCC[C@H]2NCCC[C@@H]2O)C=C1)C